methyl 2-{3-[(tert-butoxycarbonyl)amino]-6-chloropyridine-2-sulfonamido}acetate C(C)(C)(C)OC(=O)NC=1C(=NC(=CC1)Cl)S(=O)(=O)NCC(=O)OC